C(CC)(=O)ON1C(CCC1=O)=O propionic acid, succinimidyl ester